FC(C(=O)O)(F)F.[PH3]=O phosphine oxide trifluoroacetate